C1(=CC=C(C=C1)N(C1=CC=C(C=C1)C1=CC=CC=C1)C1=C(C=2C3(C4=CC=CC=C4C2C=C1)C1=CC=CC=C1C=1C=CC=CC13)N(C1=CC=C(C=C1)C1=CC=CC=C1)C1=CC=C(C=C1)C1=CC=CC=C1)C1=CC=CC=C1 bis[N,N-bis(biphenyl-4-yl)amino]-9,9-spirobifluorene